O1CCC2=C1C=C(C=C2)C(C)N2CCN(CC2)C2=CC=C(C=N2)S(=O)(C)=N (6-(4-(1-(2,3-dihydrobenzofuran-6-yl)ethyl)piperazin-1-yl)pyridin-3-yl)(imino)(methyl)-λ6-sulfanone